BrC1=CC=C(C=C1)C1C(OCCC1)O L-3-(4-bromophenyl)tetrahydro-2H-pyran-2-ol